(S)-2-chloro-4-((2,2-dimethyl-cyclopropyl)methoxy)-6,7-dimethylpyrido[2,3-d]pyrimidine ClC=1N=C(C2=C(N1)N=C(C(=C2)C)C)OC[C@@H]2C(C2)(C)C